10-azidodecyl 4-methylbenzenesulfonate CC1=CC=C(C=C1)S(=O)(=O)OCCCCCCCCCCN=[N+]=[N-]